3-methyl-2-[(E)-2-phenylvinyl]-2,3-dihydro-1,3-benzothiazole CN1C(SC2=C1C=CC=C2)\C=C\C2=CC=CC=C2